C1(=CC=CC=C1)C1(CCCCC(CCCC1)C(=O)[O-])C1=CC=CC=C1 diphenylcyclodecane-4-carboxylate